N1=C(C=CC=C1)C(=O)NC=1C(=CC=2N(C1)C=CN2)C(=O)O 6-(picolinamido)imidazo[1,2-a]pyridine-7-carboxylic Acid